FC(OC1=NC2=CC(=CC(=C2N=C1)C=1SC2=C(N1)C=C(C(=C2)O[C@@H]2[C@@H](CCC(C2)(F)F)O)F)C)F (1R,2S)-2-((2-(2-(difluoromethoxy)-7-methylquinoxalin-5-yl)-5-fluorobenzo[d]thiazol-6-yl)oxy)-4,4-difluorocyclohexanol